ClC=1C(=NC=C(C1)Cl)C(=O)OC methyl 3,5-dichloro-2-pyridinecarboxylate